OC1=C(C=2C3(C4=CC=CC=C4OC2C=C1)OC(C1=CC=CC=C13)=O)O dihydroxy-spiro[isobenzofuran-1(3H),9'-(9H)xanthen]-3-one